(1-Ethyl-2-(2,2,2-trifluoro-1-hydroxy-1-phenylethyl)-1H-benzo[d]imidazol-6-yl)((R)-3-hydroxypyrrolidin-1-yl)methanone C(C)N1C(=NC2=C1C=C(C=C2)C(=O)N2C[C@@H](CC2)O)C(C(F)(F)F)(C2=CC=CC=C2)O